CN(C)C(=O)NCC(=O)O N-[(DIMETHYLAMINO)CARBONYL]GLYCINE